C12C(C3CC(CC(C1)C3)C2)NCCNCC2=NN(C(=C2C)C2=CC=C(C=C2)Cl)C2=C(C=C(C=C2)Cl)Cl N1-((1r,3r,5r,7r)-adamantan-2-yl)-N2-((5-(4-chlorophenyl)-1-(2,4-dichlorophenyl)-4-methyl-1H-pyrazol-3-yl)-methyl)ethane-1,2-diamine